Ethyl 2-(4-(((4-(3-chloro-2-fluoro-phenyl)-5-oxo-4,5-dihydro-1H-1,2,4-triazol-1-yl)methyl)thio)-2-methyl-phenoxy)acetate ClC=1C(=C(C=CC1)N1C=NN(C1=O)CSC1=CC(=C(OCC(=O)OCC)C=C1)C)F